N-(1-cyanocyclopropyl)-2-methyl-4-(5-methyl-1,3,4-oxadiazol-2-yl)-8-(4-methylpiperazin-1-yl)quinazoline-6-sulfonamide C(#N)C1(CC1)NS(=O)(=O)C=1C=C2C(=NC(=NC2=C(C1)N1CCN(CC1)C)C)C=1OC(=NN1)C